4-(2-Benzylpyrrolidin-1-yl)-1H-pyrrolo[2,3-b]pyridine-3-carbonitrile C(C1=CC=CC=C1)C1N(CCC1)C1=C2C(=NC=C1)NC=C2C#N